(S)-3-chloro-4-((1-(2-chloro-6-fluorophenyl)ethyl)amino)-2-fluoro-N-(thiazol-4-yl)benzenesulfonamide ClC=1C(=C(C=CC1N[C@@H](C)C1=C(C=CC=C1F)Cl)S(=O)(=O)NC=1N=CSC1)F